4-(t-butoxycarbonyl)piperazine-1-carboxylic acid C(C)(C)(C)OC(=O)N1CCN(CC1)C(=O)O